NCC=1N=C(OC1)C=1C(=NC=NC1N)NC1=CC(=C(C=C1)OC1=CC2=C(N(C=N2)C)C=C1)C 5-(4-(aminomethyl)oxazol-2-yl)-N4-(3-methyl-4-((1-methyl-1H-benzo[d]imidazol-5-yl)oxy)phenyl)pyrimidine-4,6-diamine